(S)-ethyl 2-(2-((5-(3-(1-amino-2-hydroxyethyl)phenyl)benzofuran-3-yl)methoxy)phenyl)acetate N[C@H](CO)C=1C=C(C=CC1)C=1C=CC2=C(C(=CO2)COC2=C(C=CC=C2)CC(=O)OCC)C1